C(C(C)C)N1CCC[C@H](C1)C (3R,5R)-1-isobutyl-5-methylpiperidine